C[Si](C)(C)C#CC1=CC=C(C=C1)B1OC(C)(C)C(C)(C)O1 4-[(trimethylsilyl)ethynyl]phenylboronic acid pinacol ester